N-[(R)-2-(t-butoxycarbonylamino)-4-phenylbutyryl]-L-leucyl-D-phenylalanine methyl ester COC([C@H](NC([C@@H](NC([C@@H](CCC1=CC=CC=C1)NC(=O)OC(C)(C)C)=O)CC(C)C)=O)CC1=CC=CC=C1)=O